ClC=1C(=NC(=NC1)NC=1C(=CC(=C(C1)NC(C=C)=O)N(C)CCN(C)C)OC)N1C(N2CCCC3=CC=CC1=C23)=O N-(5-((5-chloro-4-(2-oxo-5,6-dihydro-4H-imidazo[4,5,1-ij]quinolin-1(2H)-yl)pyrimidin-2-yl)amino)-2-((2-(dimethylamino)ethyl)(methyl)amino)-4-methoxyphenyl)acrylamide